COC1=C(C=CC(=C1)OC1=CC=CC=C1)NC(OCC=1C(=C2C(N(CC2=CC1)C1C(NC(CC1)=O)=O)=O)OC)=O [2-(2,6-dioxopiperidin-3-yl)-4-methoxy-3-oxo-2,3-dihydro-1H-isoindol-5-yl]methyl N-(2-methoxy-4-phenoxyphenyl)carbamate